COC1=C(C=CC=C1)C1=C(C=NC(=C1)C)C(=O)NC=1SC2=C(N1)CN(C2)C(=O)C=2N=NC=CC2 4-(2-methoxyphenyl)-6-methyl-N-[5-(pyridazine-3-carbonyl)-4H,5H,6H-pyrrolo[3,4-d][1,3]thiazol-2-yl]pyridine-3-carboxamide